C(C)OC(=O)C=1NC2=CC(=CC(=C2C1)NC1=CC(=C(C=C1)F)OCCC)NC(C)=O 4-((3-propoxy-4-fluorophenyl)amino)-6-acetylamino-1H-indole-2-carboxylic acid ethyl ester